CN(CCCOC(=O)N(CCCC(=O)OC(COC(C(CCCCCC)C)=O)COC(C(CCCCCC)C)=O)CCCC(=O)OC(COC(C(CCCCCC)C)=O)COC(C(CCCCCC)C)=O)C [2-[4-[3-(dimethylamino)propoxycarbonyl-[4-[2-(2-methyloctanoyloxy)-1-(2-methyloctanoyloxymethyl)ethoxy]-4-oxo-butyl]amino]butanoyloxy]-3-(2-methyloctanoyloxy)propyl]2-methyloctanoate